(R)-3-((3-(4-aminopyrido[3,2-d]pyrimidin-6-yl)phenyl)ethynyl)-3-(difluoromethyl)-1-methylpyrrolidin-2-one NC=1C2=C(N=CN1)C=CC(=N2)C=2C=C(C=CC2)C#C[C@]2(C(N(CC2)C)=O)C(F)F